tert-butyl(1-((4-bromo-3-methoxyphenethyl)amino)-1-oxopentan-2-yl)carbamate C(C)(C)(C)OC(NC(C(=O)NCCC1=CC(=C(C=C1)Br)OC)CCC)=O